5-((2,6-dimethylpyridin-4-yl)amino)-3-(4-(3-phenylpyrrolidine-1-carboxamido)phenyl)-1H-pyrazole-4-carboxamide CC1=NC(=CC(=C1)NC1=C(C(=NN1)C1=CC=C(C=C1)NC(=O)N1CC(CC1)C1=CC=CC=C1)C(=O)N)C